9,10-Bis[4-(2,2-diphenylethenyl)phenyl]anthracen C1(=CC=CC=C1)C(=CC1=CC=C(C=C1)C=1C2=CC=CC=C2C(=C2C=CC=CC12)C1=CC=C(C=C1)C=C(C1=CC=CC=C1)C1=CC=CC=C1)C1=CC=CC=C1